C(C)OC(CCNC(=O)C=1C=C2C=NN(C2=CC1)C(CCC)C1=CC=C(C=C1)C1=C(C=C(C=C1)Cl)C)=O 3-(1-(1-(4'-chloro-2'-methyl-[1,1'-biphenyl]-4-yl)butyl)-1H-indazole-5-carboxamido)propionic acid ethyl ester